3-((3-(N-cyclopropylaminosulfonyl)-7-(2,4-dimethoxypyrimidin-5-yl)-5-fluoroquinolin-4-yl)amino)-5-(3,5-difluorophenoxy)benzoic acid methyl ester COC(C1=CC(=CC(=C1)OC1=CC(=CC(=C1)F)F)NC1=C(C=NC2=CC(=CC(=C12)F)C=1C(=NC(=NC1)OC)OC)S(=O)(=O)NC1CC1)=O